tert-butyl 3-[(6R)-6-[(1-benzyl-1,2,4-triazole-3-carbonyl)amino]-4-methyl-5-oxo-7,8-dihydro-6H-pyrazolo[1,5-a][1,3]diazepin-2-yl]azetidine-1-carboxylate C(C1=CC=CC=C1)N1N=C(N=C1)C(=O)N[C@H]1C(N(C=2N(CC1)N=C(C2)C2CN(C2)C(=O)OC(C)(C)C)C)=O